2-(4-bromo-2-fluoro-3-(methoxymethyl)phenyl)-5-cyclopropyl-1,3,4-oxadiazole BrC1=C(C(=C(C=C1)C=1OC(=NN1)C1CC1)F)COC